FC=1C(=CC(=C(C1)NC(=O)C1CCCCC1)OC)C1=NC=2C=CNC(C2C(=C1)NC1=NC=C(C=C1)N1CCNCC1)=O N-[5-fluoro-2-methoxy-4-[5-oxo-4-[(5-piperazin-1-yl-2-pyridyl)amino]-6H-1,6-naphthyridin-2-yl]phenyl]cyclohexanecarboxamide